5-(1,2-dithiolan-3-yl)-N-(2-thioureidoethyl)pentanamide S1SC(CC1)CCCCC(=O)NCCNC(=S)N